2-cyclopropyl-9-methylspiro[benzo[c]chromene-6,1'-cyclobutane]-3,8-diol C1(CC1)C=1C=C2C3=C(C=C(C(=C3)C)O)C3(CCC3)OC2=CC1O